3-(pyridin-4-yl)-7-[(1S)-1-[(2r,4r)-2-(aminomethyl)-6-oxo-5-oxa-7-azaspiro[3.4]oct-7-yl]ethyl]-1H-indole-2-carboxylic acid N1=CC=C(C=C1)C1=C(NC2=C(C=CC=C12)[C@H](C)N1C(OC2(CC(C2)CN)C1)=O)C(=O)O